tert-butyl (10-((5-((4-([1,1'-biphenyl]-3-yl)-5-chloropyrimidin-2-yl)amino)pyridin-3-yl)amino)-10-oxodecyl)carbamate C1(=CC(=CC=C1)C1=NC(=NC=C1Cl)NC=1C=C(C=NC1)NC(CCCCCCCCCNC(OC(C)(C)C)=O)=O)C1=CC=CC=C1